OC=1C=C(C=CC1[N+](=O)[O-])C(C)=O 1-(3-hydroxy-4-nitrophenyl)-ethan-1-one